C\C(=C/CC=1C(=C(C(=O)NC2=CC=C(C=C2)F)C(=CC1O)CCCCC)O)\CCC=C(C)C (E)-3-(3,7-dimethylocta-2,6-dien-1-yl)-N-(4-fluorophenyl)-2,4-dihydroxy-6-pentyl-benzamide